C(C)C(COC([C@@](NC(=O)OC(C)(C)C)(C[2H])[2H])=O)CC N-Boc-2,3-dideutero-L-alanine-2-ethylbutyl ester